COC(=O)C=1C=CC2=C(N(C(N2)=CN2CCC(CC2)C2=NC(=CC=C2)OCC2=C(C=C(C=C2)C(NC)=O)F)C[C@H]2OCC2)C1 (S)-2-((4-(6-((2-Fluoro-4-(methylcarbamoyl)benzyl)oxy)pyridin-2-yl)piperidin-1-yl)methyl-yl)-1-(oxetan-2-ylmethyl)-1H-benzo[d]imidazole-6-carboxylic acid methyl ester